C1(CC1)NN=CC1=C(C(=CC(=C1)C#CC1=CC=C(C=C1)N1CCCC1)F)O 2-((2-cyclopropylhydrazono)methyl)-6-fluoro-4-((4-(pyrrolidin-1-yl)phenyl)ethynyl)phenol